C1(CCC1)SC=1C=C(C=CC1)NC(OC(C)(C)C)=O Tert-butyl (3-(cyclobutylthio)phenyl)carbamate